2-(3-(4-amino-3-methoxystyryl)-5,5-dimethylcyclohex-2-en-1-ylidene)malononitrile NC1=C(C=C(C=CC2=CC(CC(C2)(C)C)=C(C#N)C#N)C=C1)OC